7-chloro-6-(1-((5-iodo-3-methoxy-1-methyl-1H-pyrazol-4-yl)sulfonyl)piperidin-4-yl)-[1,2,4]triazolo[1,5-a]pyridine ClC1=CC=2N(C=C1C1CCN(CC1)S(=O)(=O)C=1C(=NN(C1I)C)OC)N=CN2